C(=C)C=1C2(CCC(C1)C2)/C/2=C/C(=O)OC2=O vinylnorbornene-maleic anhydride